1-butyl-3-methylimidazolium tetraphenylborate salt C1(=CC=CC=C1)[B-](C1=CC=CC=C1)(C1=CC=CC=C1)C1=CC=CC=C1.C(CCC)N1C=[N+](C=C1)C